C(#N)C1=CC=C(C2=CC=CC=C12)NC(C(C)(C)N1N=CC=C1)=O 1-(1-((4-cyanonaphthalene-1-yl)amino)-2-methyl-1-oxopropan-2-yl)-1H-pyrazole